thiodiethyleneglycol [3-[3,5-di-tert-butyl-4-hydroxyphenyl] propionate] C(C)(C)(C)C=1C=C(C=C(C1O)C(C)(C)C)CCC(=O)OCCSCCO